benzotriazole-1-oxytri(dimethylamino)phosphonium hexafluorophosphate F[P-](F)(F)(F)(F)F.N1(N=NC2=C1C=CC=C2)O[P+](N(C)C)(N(C)C)N(C)C